CC1([C@H](C1)C(=O)N1CC2(C1)CN(C[C@H]2COCC2=NC(=CC=C2)C2CCOCC2)C(=O)C2=CN=CS2)C ((S)-2-((S)-2,2-dimethylcyclopropane-1-carbonyl)-8-(((6-(tetrahydro-2H-pyran-4-yl)pyridin-2-yl)methoxy)methyl)-2,6-diazaspiro[3.4]octan-6-yl)(thiazol-5-yl)methanone